2-imino-3-(2-(piperidin-1-yl)phenyl)thiazolidin-4-one (3'-(trifluoromethyl)-[1,1'-biphenyl]-3-yl)methyl-((2-(2,6-dioxopiperidin-3-yl)-3-oxoisoindolin-5-yl)methyl)carbamate FC(C=1C=C(C=CC1)C1=CC(=CC=C1)CN(C(O)=O)CC=1C=C2C(N(CC2=CC1)C1C(NC(CC1)=O)=O)=O)(F)F.N=C1SCC(N1C1=C(C=CC=C1)N1CCCCC1)=O